C1=NC=C(C=2C(=CC=C(C12)C1=CC=C(C=2C(=CN=CC12)C(=O)OC)C(=O)OC)C(=O)OC)C(=O)OC tetramethyl [8,8'-biisoquinoline]-4,4',5,5'-tetracarboxylate